(2S,4S)-4-fluoro-1-[2-[(3S)-3-[(8-methyl-5-quinolyl)amino]pyrrolidin-1-yl]acetyl]pyrrolidine-2-carbonitrile F[C@H]1C[C@H](N(C1)C(CN1C[C@H](CC1)NC1=C2C=CC=NC2=C(C=C1)C)=O)C#N